Tert-Butyl-4-(6-methyl-2,3-dioxo-2,3-dihydropyrido[2,3-b]pyrazin-4(1H)-yl)piperidin tert-Butyl-4-(3-((4-bromophenyl)(phenyl)amino)-2-hydroxypropyl)piperazine-1-carboxylate C(C)(C)(C)OC(=O)N1CCN(CC1)CC(CN(C1=CC=CC=C1)C1=CC=C(C=C1)Br)O.C(C)(C)(C)N1CCC(CC1)N1C2=C(NC(C1=O)=O)C=CC(=N2)C